[Zn].CC=1NC=CN1 R-methylimidazole zinc